2-[[1-(1,6-dimethylpyrazolo[3,4-d]pyrimidin-4-yl)piperidin-4-yl]methyl]-6-pyrazol-1-ylpyridazin-3-one CN1N=CC=2C1=NC(=NC2N2CCC(CC2)CN2N=C(C=CC2=O)N2N=CC=C2)C